NC1=C(C=C(N=N1)C1=C(C=CC=C1)O)N1CC2CCC(C1)N2C2=CC(=NC=C2)C#CCN2CC(C2)C2=CC=CC=C2 2-[6-amino-5-[8-[2-[3-(3-phenylazetidin-1-yl)prop-1-ynyl]-4-pyridinyl]-3,8-diazabicyclo[3.2.1]oct-3-yl]pyridazin-3-yl]phenol